6-((1-(3-methoxybenzyl)-3-oxoisoindolin-2-yl)methyl)benzo[d]oxazol-2(3H)-one COC=1C=C(CC2N(C(C3=CC=CC=C23)=O)CC2=CC3=C(NC(O3)=O)C=C2)C=CC1